6-isopropyl-5-(1-isopropyl-2-(1H-pyran-4-yl)piperidin-4-yl)-4H-pyrrolo[3,2-d]thiazole C(C)(C)C1=C(NC2=C1N=CS2)C2CC(N(CC2)C(C)C)C2=CCOC=C2